2-amino-4,4-dimethyl-pentanoic acid hydrochloride Cl.NC(C(=O)O)CC(C)(C)C